1-(aminomethyl)cyclopropanecarbonitrile NCC1(CC1)C#N